N1(CCCC1)CC1=CC=C(C=C1)C1=CC(=CC=C1)C=O 4'-(pyrrolidin-1-ylmethyl)-[1,1'-biphenyl]-3-carbaldehyde